C1(CCCCC1)CO[C@@H]([C@@H](C(=O)NN)NC(=O)[C@@H]1CN(CC12CN(C2)C(=O)[C@@H]2C(C2)(C)C)C(=O)C2=CN=CS2)C (S)-N-((2S,3r)-3-(cyclohexylmethoxy)-1-hydrazino-1-oxobutan-2-yl)-2-((S)-2,2-dimethylcyclopropane-1-carbonyl)-6-(thiazole-5-carbonyl)-2,6-diazaspiro[3.4]Octane-8-carboxamide